CC1=NC(=CC=C1OC1CN(CC1)C(=O)OC(C)(C)C)C1=CNC=2C(N(C=CC21)C)=O tert-butyl 3-((2-methyl-6-(6-methyl-7-oxo-6,7-dihydro-1H-pyrrolo[2,3-c]pyridin-3-yl)pyridin-3-yl)oxy)pyrrolidine-1-carboxylate